tridecan CCCCCCCCCCCCC